Methyl-1-(7-(3-methoxybenzyl)-1,3-dimethyl-2,6-dioxo-2,3,6,7-tetrahydro-1H-purin-8-yl)-1H-indole-5-carboxylate COC(=O)C=1C=C2C=CN(C2=CC1)C1=NC=2N(C(N(C(C2N1CC1=CC(=CC=C1)OC)=O)C)=O)C